ClC=1C=C(C=CC1C(F)(F)F)N1C=NN(C1=O)CC1=CC(=C(OC(C(=O)O)(C)C)C=C1)C 2-(4-((4-(3-Chloro-4-(trifluorometh-yl)phenyl)-5-oxo-4,5-dihydro-1H-1,2,4-triazol-1-yl)methyl)-2-methyl-phenoxy)-2-methylpropionic acid